[6-(5-cyclopropyl-4H-1,2,4-triazol-3-yl)-2-azaspiro[3.3]heptan-2-yl]-[6-[(2-methylthiazol-4-yl)methyl]-2,6-diazaspiro[3.3]heptan-2-yl]methanone C1(CC1)C=1NC(=NN1)C1CC2(CN(C2)C(=O)N2CC3(C2)CN(C3)CC=3N=C(SC3)C)C1